2-chloro-5,6-dimethyl-N-(3-methylsulfonylphenyl)pyridine-3-carboxamide Iridium-cerium [Ce].[Ir].ClC1=NC(=C(C=C1C(=O)NC1=CC(=CC=C1)S(=O)(=O)C)C)C